((E)-17-Chloro-5-methoxycarbonylamino-9-oxo-8,18,19-triaza-tricyclo[14.3.1.02,7]icosa-1(20),2,4,6,12,16,18-heptaen-15-yl)-carbamic acid tert-butyl ester C(C)(C)(C)OC(NC1C/C=C/CCC(NC2=CC(=CC=C2C=2N=NC(=C1C2)Cl)NC(=O)OC)=O)=O